ethyl-6-((4-(4-(trifluoromethyl)piperidin-1-yl)phenyl)amino)quinoxalin-2(4H)-one C(C)C1C(NC2=CC=C(C=C2N1)NC1=CC=C(C=C1)N1CCC(CC1)C(F)(F)F)=O